ClC1=C(C=C(N=N1)NC(C(C)(C)C)=O)[C@H](NCC(CN1C(C2=CC=CC=C2C1=O)=O)(F)F)C1CC1 (R)-N-(6-chloro-5-(cyclopropyl((3-(1,3-dioxoisoindolin-2-yl)-2,2-difluoropropyl)amino)methyl)pyridazin-3-yl)pivalamide